CNC=1C(=NC=CC1)NC=1C=C(C=CC1)C N3-methyl-N2-(m-tolyl)pyridine-2,3-diamine